C(C)(C)(C)OC(=O)N1CCN(CC1)C1=C(C=C(C=C1)NC1=NC=CC(=N1)OC1=C(C=C(C=C1C)\C=C\C#N)C)C(F)(F)F (E)-4-(4-((4-(4-(2-cyanovinyl)-2,6-dimethylphenoxy)pyrimidin-2-yl)amino)-2-(trifluoromethyl)phenyl)piperazine-1-carboxylic acid tert-butyl ester